CNC=CNC N1,N2-dimethylethene-1,2-diamine